N1-(2,2-Difluoroethyl)-4-fluoro-2-methyl-N3-(1-methyl-1H-tetrazol-5-yl)-6-(trifluoromethyl)isophthalamid FC(CNC(C1=C(C(C(=O)NC2=NN=NN2C)=C(C=C1C(F)(F)F)F)C)=O)F